2-(5-(2-cyclopropylethyl)-4-(3-fluoro-4-sulfamoylbenzyl)-3-(3-((5-methylfuran-2-yl)ethynyl)phenyl)-1H-pyrazol-1-yl)thiazole-4-carboxylic acid C1(CC1)CCC1=C(C(=NN1C=1SC=C(N1)C(=O)O)C1=CC(=CC=C1)C#CC=1OC(=CC1)C)CC1=CC(=C(C=C1)S(N)(=O)=O)F